N-[3-(trimethoxylsilyl)propyl]ethylenediamine O(C)[Si](CCCNCCN)(OC)OC